methoxy-3,5-dihydroxyl-(E)-stilbene COC1=C(C=C(C=C1O)O)\C=C\C1=CC=CC=C1